4-((2-(pyrrolidin-1-yl)ethyl)amino)-benzoic acid N1(CCCC1)CCNC1=CC=C(C(=O)O)C=C1